1-(4-(5-(chlorodifluoromethyl)-1,2,4-oxadiazol-3-yl)phenyl)-2-((4-methoxybenzyl)oxy)ethan-1-one ClC(C1=NC(=NO1)C1=CC=C(C=C1)C(COCC1=CC=C(C=C1)OC)=O)(F)F